2-(2-hexyloxyethoxy)-1-aminoethane C(CCCCC)OCCOCCN